1,2-DIMYRISTOYL-SN-GLYCERO-3-PHOSPHOCHOLIN C(CCCCCCCCCCCCC)(=O)OC[C@@H](OC(CCCCCCCCCCCCC)=O)COP(=O)([O-])OCC[N+](C)(C)C